(5-isopropoxy-4-methyl-1H-indazol-3-yl)-2-methyl-4-(N-morpholinyl)pyridazin-3(2H)-one C(C)(C)OC=1C(=C2C(=NNC2=CC1)C1=C(C(N(N=C1)C)=O)N1CCOCC1)C